COC1=C(C=CC(=C1)[N+](=O)[O-])O 2-methoxy-4-nitrophenol